N-(2-chloro-4-(trifluoromethyl)phenyl)-2-(2-chloro-6-ethyl-7-(4-(5-hydroxy-6-methylpyrimidine-4-carbonyl)piperazin-1-yl)-8-oxopyrido[2,3-b]pyrazin-5(8H)-yl)acetamide ClC1=C(C=CC(=C1)C(F)(F)F)NC(CN1C(=C(C(C=2C1=NC=C(N2)Cl)=O)N2CCN(CC2)C(=O)C2=NC=NC(=C2O)C)CC)=O